C(#N)[C@H](CC1=C(C=C(C=C1)C1=CC2=C(S(CC2)(=O)=O)C=C1)F)NC(=O)[C@H]1OCCCN(C1)C(=O)OC(C)(C)C tert-butyl (S)-2-(((S)-1-cyano-2-(4-(1,1-dioxido-2,3-dihydrobenzo[b]thiophen-5-yl)-2-fluorophenyl)ethyl)carbamoyl)-1,4-oxazepane-4-carboxylate